(2S)-2-(9-tert-butoxycarbonyl-1-oxo-2,9-diazaspiro[5.5]undecan-2-yl)-3-methyl-butanoic acid C(C)(C)(C)OC(=O)N1CCC2(CCCN(C2=O)[C@H](C(=O)O)C(C)C)CC1